(1S,3S,4S)-2-[(2R)-2-(3-chloroanilino)-4-methyl-pentanoyl]-N-[(1S)-1-cyano-2-[(3S)-2-oxopyrrolidin-3-yl]ethyl]-5,5-difluoro-2-azabicyclo[2.2.2]octane-3-carboxamide ClC=1C=C(N[C@@H](C(=O)N2[C@@H]3CC([C@H]([C@H]2C(=O)N[C@@H](C[C@H]2C(NCC2)=O)C#N)CC3)(F)F)CC(C)C)C=CC1